undecyl 6-aminocaproate (undecyl-aminohexanoate) C(CCCCCCCCCC)C(C(=O)O)(CCCC)N.NCCCCCC(=O)OCCCCCCCCCCC